C(C)(C)(C)OC(=O)N1[C@H](C[C@H](CC1)OC1=NC(=NC=C1)Cl)C (2S,4S)-4-((2-chloropyrimidin-4-yl)oxy)-2-methylpiperidine-1-carboxylic acid tert-butyl ester